CC=1N=C2N(CCC(C2)CO)C1 (2-methyl-5,6,7,8-tetrahydroimidazo[1,2-a]pyridin-7-yl)methanol